C(C)[C@H]1[C@H]([C@H]2[C@@H]3CC[C@H]([C@@H](CCC(=O)OC)C)[C@]3(CC[C@@H]2[C@]2(CCC(C([C@@H]12)(F)F)=O)C)C)O Methyl 6α-ethyl-4,4-difluoro-7α-hydroxyl-3-oxo-5β-cholan-24-oate